ethyl 4-(((1r,4r)-4-methylcyclohexyl)amino)-2-(methylthio)pyrimidine-5-carboxylate CC1CCC(CC1)NC1=NC(=NC=C1C(=O)OCC)SC